3-phenyl-2-(3-(4-(trifluoromethoxy)phenyl)ureido)propanamide C1(=CC=CC=C1)CC(C(=O)N)NC(=O)NC1=CC=C(C=C1)OC(F)(F)F